methyl (3S)-3-(5-methyl-2-(4-(3-methyl-14-((methylsulfonyl)oxy)-6,9,12-trioxa-3-azatetradecyl)-2-oxopyridin-1(2H)-yl)hexanamido)-3-(2',4',6'-trimethyl-[1,1'-biphenyl]-3-yl)propanoate CC(CCC(C(=O)N[C@@H](CC(=O)OC)C=1C=C(C=CC1)C1=C(C=C(C=C1C)C)C)N1C(C=C(C=C1)CCN(CCOCCOCCOCCOS(=O)(=O)C)C)=O)C